C(CC)NC(=O)NCCCCC N-propyl-N'-pentylurea